[Si](C1=CC=CC=C1)(C1=CC=CC=C1)(C(C)(C)C)OCCC(CC(C(=O)OCC)(F)F)=C ethyl 6-((tert-butyldiphenylsilyl)oxy)-2,2-difluoro-4-methylenehexanoate